Ethyl-2-methyl-1-((2-(trimethylsilyl)ethoxy)methyl)-1H-thieno[2,3-d]imidazole-5-carboxylic acid C(C)C1=C(SC=2N=C(N(C21)COCC[Si](C)(C)C)C)C(=O)O